tri(octadecyl)-methoxysilane C(CCCCCCCCCCCCCCCCC)[Si](OC)(CCCCCCCCCCCCCCCCCC)CCCCCCCCCCCCCCCCCC